(4-Methoxy-1-toluenesulfonyl-1H-pyrrolo[2,3-b]pyridin-3-yl)boronic acid COC1=C2C(=NC=C1)N(C=C2B(O)O)S(=O)(=O)CC2=CC=CC=C2